C1(CC1)C1=C(C(=O)OC)C=C(C(=C1)CN1CCC2(CN(C(N2)=O)C2=CC=C(C=C2)C(NCCCNC(=O)N)=O)CC1)OCC methyl 2-cyclopropyl-5-ethoxy-4-((2-oxo-3-(4-((3-ureidopropyl)carbamoyl)phenyl)-1,3,8-triazaspiro[4.5]decan-8-yl)methyl)benzoate